4-Hydroxy-1,5-dimethyl-N-oxazol-2-yl-2-oxo-6,7-dihydro-5H-cyclopenta[b]pyridine-3-carboxamide OC=1C2=C(N(C(C1C(=O)NC=1OC=CN1)=O)C)CCC2C